C([O-])([O-])=O.[Na+].N1C(CCC1)=O.[Na+] pyrrolidone sodium carbonate salt